4-(but-2-yn-1-yloxy)-6-(3,5-dimethylpiperidin-1-yl)-5-fluoro-pyrimidine C(C#CC)OC1=NC=NC(=C1F)N1CC(CC(C1)C)C